C(\C=C\C(=O)O)(=O)O.COC=1C=CC=C2C=CN(C12)CCN(C)C 2-(7-methoxy-1H-indol-1-yl)-N,N-dimethylethan-1-amine fumarate salt